C(C)(C)(C)C1(CN(CCC12CC=CCC2)C(=O)[O-])C2=C(C1=C(N=CN=C1N)N2C)C2=NC=C(C=N2)C(F)(F)F tert-butyl-(4-amino-7-methyl-5-(5-(trifluoromethyl)-pyrimidin-2-yl)-7H-pyrrolo[2,3-d]pyrimidin-6-yl)-3-azaspiro[5.5]undec-8-ene-3-carboxylate